ClC=1N=CC2=C(C=CC(=C2C1)C(C)C)OCC=1N=NN(C1)C 3-Chloro-5-isopropyl-8-((1-methyl-1H-1,2,3-triazol-4-yl)methoxy)isoquinoline